FC1=C(C=C(C=C1)C=1C=C2C(=NC1)N(C(N2CC(=O)N(C)C)=O)C)C 2-[6-(4-fluoro-3-methyl-phenyl)-3-methyl-2-oxo-imidazo[4,5-b]pyridin-1-yl]-N,N-dimethyl-acetamide